BrC1=CC=CC(=N1)NC(=O)[C@H]1N(C[C@@H](C1)F)C(=O)OC(C)(C)C tert-butyl (2S,4R)-2-((6-bromopyridin-2-yl) carbamoyl)-4-fluoropyrrolidine-1-carboxylate